2-bromo-5-methoxyphenol BrC1=C(C=C(C=C1)OC)O